S(=O)(=O)(ON1[C@@H]2CC[C@H](N(C1=O)C2)C(NCCNC(=N)N)=N)O (2S,5R)-2-(N-(2-Guanidinoethyl) carbamimidoyl)-7-oxo-1,6-diazabicyclo[3.2.1]octan-6-yl hydrogen sulfate